ClC1=NC(=NC(=N1)Cl)N1CCN(CC1)CCCS(=O)(=O)O 3-(4-(4,6-dichloro-1,3,5-triazine-2-yl)-piperazine-1-yl)-1-propanesulfonic acid